3-(2-methyl-2H-tetrazol-5-yl)-N-(5-oxo-2,9,12-trioxa-6-azatetradecan-14-yl)-4-((4-(trifluoromethyl)phenyl)amino)benzamide CN1N=C(N=N1)C=1C=C(C(=O)NCCOCCOCCNC(CCOC)=O)C=CC1NC1=CC=C(C=C1)C(F)(F)F